CC1=C(C=C(C=C1)NC(=O)N1CC2C3C=CC(C2C1)O3)C=3OC=C(N3)C 1,3,3a,4,7,7a-hexahydro-N-[4-methyl-3-(4-methyl-2-oxazolyl)phenyl]-4,7-epoxy-2H-isoindole-2-carboxamide